(E)-3-fluoro-2-[[2-(4-fluorophenyl)-1,2,3,4-tetrahydroquinolin-6-yl]oxymethyl]prop-2-en-1-amine hydrochloride Cl.F/C=C(\CN)/COC=1C=C2CCC(NC2=CC1)C1=CC=C(C=C1)F